C1(CC1)CC1=NC(=C(C(=O)NC=2C=C(C=CC2)S(=O)(C)=NC(OC(C)(C)C)=O)C=C1)N1CCC2(CC2)CC1 tert-butyl ((3-(6-(cyclopropylmethyl)-2-(6-azaspiro[2.5]octan-6-yl)nicotinamido)phenyl)(methyl)(oxo)-λ6-sulfaneylidene)carbamate